ClC1=C(C=C(C=C1)N1[C@H](CNCC1)C)C(F)(F)F (2S)-1-[4-chloro-3-(trifluoromethyl)phenyl]-2-methyl-piperazine